ethylene glycol butylacetate C(CCC)CC(=O)OCCO